ClC1=CC(=C(N=N1)OCC1CC(C1)(O)C)NCC1=C(C=C(C=C1)OC)OC 3-{[(6-chloro-4-{[(2,4-dimethoxyphenyl)methyl]amino}pyridazin-3-yl)oxy]methyl}-1-methylcyclobutan-1-ol